p-monobenzyl-toluene Methyl-3-(3-acetylthioureido)-5-methylbenzoate COC(C1=CC(=CC(=C1)C)NC(=S)NC(C)=O)=O.C(C1=CC=CC=C1)C1=CC=C(C)C=C1